9H-dipyrazolo[1,5-a:1',5'-d]pyrazine-4,9-dione N1=CC=C2N1C(C=1N(C2=O)N=CC1)=O